3-methacryloxypropyltris(vinyldimethoxylsiloxy)silane silicon [Si].C(C(=C)C)(=O)OCCC[Si](O[Si](C=C)(OC)OC)(O[Si](C=C)(OC)OC)O[Si](OC)(OC)C=C